FC(C1=NC(=NO1)C1=CC=C(CNC=2C=NC=NC2)C=C1)(F)F N-{4-[5-(trifluoromethyl)-1,2,4-oxadiazol-3-yl]benzyl}pyrimidin-5-amine